(3S)-3-((5-(tert-butylamino)-2-(1-(tetrahydro-2H-pyran-2-yl)-1H-pyrazol-5-yl)thieno[3,2-b]pyridin-7-yl)amino)butanol C(C)(C)(C)NC1=CC(=C2C(=N1)C=C(S2)C2=CC=NN2C2OCCCC2)N[C@H](CCO)C